C(CC)C1=CNOC=C1 p-propyl-oxazine